OC1(CC1)C=1C=NN(C1)C1=CC=C(C=N1)S(=O)(=O)N(COCC[Si](C)(C)C)C=1C=CC=C2C=NN(C12)C 6-[4-(1-hydroxycyclopropyl)pyrazol-1-yl]-N-(1-methylindazol-7-yl)-N-{[2-(trimethylsilyl)ethoxy]methyl}pyridine-3-sulfonamide